C(C(C)(C)C)(=O)OC(C)OC(N(C)C(CC1=CC2=C(OCO2)C=C1)C)=O 1-(((1-(benzo[d][1,3]dioxol-5-yl)propan-2-yl)(methyl)carbamoyl)oxy)ethyl pivalate